ethyl-(E)-2-(fluoromethylene)-5-oxotetrahydro-1H-pyrrolizine C(C)C1\C(\CN2C(CCC12)=O)=C/F